N1(N=CN=C1)CC1(C(CC2=CC(=CC=C12)OC1=NC=C(C=C1)C(F)(F)F)(C)C)O ((1H-1,2,4-triazol-1-yl)methyl)-2,2-dimethyl-5-((5-(trifluoromethyl)pyridin-2-yl)oxy)-2,3-dihydro-1H-inden-1-ol